ClC1=CC(=NC=C1)NC=1OC=C(N1)C N-(4-chloropyridin-2-yl)-4-methyl-oxazol-2-amine